C(C)(=O)OCCCCCCC(C)C iso-nonyl acetate